tert-butyl ((3-(10,11-dihydro-5H-dibenzo[a,d][7]annulen-5-yl)piperidin-1-yl)sulfonyl)(4-(trifluoromethyl)benzyl)carbamate C1=CC=CC=2C(C3=C(CCC21)C=CC=C3)C3CN(CCC3)S(=O)(=O)N(C(OC(C)(C)C)=O)CC3=CC=C(C=C3)C(F)(F)F